(2R,4S)-4-hydroxypyrrolidin O[C@H]1CCNC1